N2,N2-dimethyl-oxalamic acid CN(C(C(=O)O)=O)C